CN1C(C(=C(C2=CC=C(C=C12)C(F)(F)F)N1CCC(CC1)C=1OC2=C(N1)C=C(C=C2)C)C#N)=O 1-methyl-4-[4-(5-methyl-1,3-benzooxazol-2-yl)piperidin-1-yl]-2-oxo-7-(trifluoromethyl)-1,2-dihydroquinoline-3-carbonitrile